CC1COC=2C(N1)=C(C=C(C2)[N+](=O)[O-])C=O 3-methyl-7-nitro-3,4-dihydro-2H-1,4-benzoxazine-5-carbaldehyde